N,N'-methylenebis(3-chloro-p-phenylene)bismaleimide C(C1=CC(=C(C=C1)N1C(C=CC1=O)=O)Cl)C1=CC(=C(C=C1)N1C(C=CC1=O)=O)Cl